Di-n-nonylether C(CCCCCCCC)OCCCCCCCCC